ClC=1C=C(C=CC1N1C(N(C=C1)C)=O)C1=C(C(=CC(=C1)F)C=1C=C(C(N(C1)C)=O)N1CCNCC1)O 5-(3'-chloro-5-fluoro-2-hydroxy-4'-(3-methyl-2-oxo-2,3-dihydro-1H-imidazol-1-yl)-[1,1'-biphenyl]-3-yl)-1-methyl-3-(piperazin-1-yl)pyridin-2(1H)-one